CC(C)(C)OC(=O)N1CCCC[C@@H]1C(=O)O (R)-N-BOC-pipecolic acid